3-(3-fluoro-4-methoxyphenyl)-3-(4-morpholinophenyl)-7-methoxy-11-phenyl-13,13-di-n-propyl-3H,13H-indeno[2',3':3,4]naphtho[1,2-b]pyran FC=1C=C(C=CC1OC)C1(C=CC2=C(O1)C=1C=CC(=CC1C1=C2C(C2=CC(=CC=C21)C2=CC=CC=C2)(CCC)CCC)OC)C2=CC=C(C=C2)N2CCOCC2